6-(1-([1,1'-Biphenyl]-4-ylmethyl)-5-chloro-1H-indazol-7-carboxamido)spiro[3.3]heptan C1(=CC=C(C=C1)CN1N=CC2=CC(=CC(=C12)C(=O)NC1CC2(CCC2)C1)Cl)C1=CC=CC=C1